methyl (2R,3S)-3-(N-(4-methoxybenzyl)methylsulfonamido)-2-(((6-(pyrimidin-2-yl)bicyclo[4.1.0]heptan-3-yl)oxy)methyl)pyrrolidine-1-carboxylate COC1=CC=C(CN(S(=O)(=O)C)[C@@H]2[C@@H](N(CC2)C(=O)OC)COC2CC3CC3(CC2)C2=NC=CC=N2)C=C1